5-Fluoro-2-(5-(4-(methylsulfonyl)piperazin-1-yl)-2H-pyrazolo[3,4-c]pyridine-2-yl)pyridine-4-ol FC=1C(=CC(=NC1)N1N=C2C=NC(=CC2=C1)N1CCN(CC1)S(=O)(=O)C)O